1,2-bis{[[6-(carboxy)pyridine-2-yl]methyl]-amino}-ethane C(=O)(O)C1=CC=CC(=N1)CNCCNCC1=NC(=CC=C1)C(=O)O